[2,4'-bipyridin]-5-yl(3-(4-methyl-6-((5-methyl-1H-pyrazol-3-yl)amino)pyrimidin-2-yl)-3,8-diazabicyclo[3.2.1]octane-8-yl)methanone N1=C(C=CC(=C1)C(=O)N1C2CN(CC1CC2)C2=NC(=CC(=N2)C)NC2=NNC(=C2)C)C2=CC=NC=C2